pentyl-acrylamide C(CCCC)C(C(=O)N)=C